(6-(3-(2-(trifluoromethyl)phenyl)pyrrolidin-1-yl)-2-azaspiro[3.3]heptan-2-yl)methanone FC(C1=C(C=CC=C1)C1CN(CC1)C1CC2(CN(C2)C=O)C1)(F)F